C[C@H]1COCC[C@H]1NC1=NC=C2N=C(N(C2=N1)C1CCC(CC1)C(=O)N)NC1=C(C=C(C=C1F)F)F (1S,4s)-4-(2-((3R,4R)-3-methyltetrahydro-2H-pyran-4-ylamino)-8-(2,4,6-trifluorophenylamino)-9H-purin-9-yl)cyclohexanecarboxamide